C(C)(C)SC=1C=NN(C1)C=1C(=NC=CN1)C(C)NC(C1=CC(=CC(=C1)C(F)(F)F)C(F)(F)F)=O N-[1-[3-(4-isopropylsulfanylpyrazol-1-yl)pyrazin-2-yl]ethyl]-3,5-bis(tri-fluoromethyl)benzamide